imidazolebutanesulfonic acid N1C(=NC=C1)CCCCS(=O)(=O)O